C(C1=CC=CC=C1)N1C[C@H](N(C2=C(C1=O)C=NC(=N2)C=2OC=CC2)C2=CC=CC=C2)C=C (R)-6-benzyl-2-(2-furyl)-9-phenyl-8-vinyl-6,7,8,9-tetrahydro-5H-pyrimido[4,5-e][1,4]Diazepin-5-one